FC(C)(F)C1=CC=C(C=C1)C=1C=NC(=C2C=CC=NC12)NCC1(COCC1)O 3-(((8-(4-(1,1-difluoroethyl)phenyl)-1,6-naphthyridin-5-yl)amino)methyl)tetrahydrofuran-3-ol